FC(S(=O)(=O)N1C[C@H]([C@@H](CC1)NC1=NN2C(C=N1)=CC=C2C2=NC=C(C=C2)C)O)F (3R,4R)-1-((difluoromethyl)sulfonyl)-4-((7-(5-methylpyridin-2-yl)pyrrolo[2,1-f][1,2,4]triazin-2-yl)amino)piperidin-3-ol